NC1=NC=2C=NC(=CC2C2=C1C=NN2C)C(=O)N([C@H](C)C2=CC=C(C=C2)C(F)(F)F)C 4-amino-N,1-dimethyl-N-((1R)-1-(4-(trifluoromethyl)phenyl)ethyl)-1H-pyrazolo[4,3-c][1,7]naphthyridine-8-carboxamide